N-[(2E)-3-(benzenesulfonyl)prop-2-en-1-yl]-6-(3-methoxy-3-methylbutanoyl)-2-oxo-1,2,5,6,7,8-hexahydro-1,6-naphthyridine-3-carboxamide C1(=CC=CC=C1)S(=O)(=O)/C=C/CNC(=O)C=1C(NC=2CCN(CC2C1)C(CC(C)(C)OC)=O)=O